Cl.FC1(CCCC2CN(CC12)C1=NC2=CC=CC=C2C=C1C=1NC=2C=CN=C(C2C(C1)=O)C(=O)N)F racemic-2-[2-(7,7-difluoro-3,3a,4,5,6,7a-hexahydro-1H-isoindol-2-yl)-3-quinolinyl]-4-oxo-1H-1,6-naphthyridine-5-carboxamide hydrochloride